N-(4-aminopyridin-2-yl)-N-(4-fluorophenyl)butanamide NC1=CC(=NC=C1)N(C(CCC)=O)C1=CC=C(C=C1)F